(E)-4-(4-bromo-3-methylpent-1-en-1-yl)-1,5,5-trimethylcyclopent-1-ene BrC(C(/C=C/C1CC=C(C1(C)C)C)C)C